C(#N)C1=CC(=C(C=C1)NS(=O)(=O)C1=CNC(=C1)C1=NC=CC2=CC=CC=C12)F N-(4-cyano-2-fluorophenyl)-5-isoquinolin-1-yl-1H-pyrrole-3-sulfonamide